CC1=NC(=CC(=N1)NC1=NN2C(C=C(C=C2)C2=C(C=NC(=C2)C)OC[C@@]2(COCCC2)O)=C1)C (R)-3-[[4-[2-[(2,6-dimethylpyrimidin-4-yl)amino]pyrazolo[1,5-a]pyridin-5-yl]-6-methyl-3-pyridyl]oxymethyl]tetrahydropyran-3-ol